C(=C)[Si](N[Si](N[Si](C=C)(C)C)(C)C)(C)C 1,5-divinylhexamethyltrisilazane